OC1=C(C(=O)O)C=C(C=C1)NCCC1=CC(=CC=C1)C(F)(F)F 2-hydroxy-5-[2-(3-trifluoromethylphenyl)-ethylamino]-benzoic acid